CC(CO)(C)N1N=NC2=C1C=CC(=C2)C2=NOC(=N2)C=2C=NC=CC2C(F)(F)F 2-methyl-2-(5-(5-(4-(trifluoro-methyl)pyridin-3-yl)-1,2,4-oxadiazol-3-yl)-1H-benzo[d][1,2,3]triazol-1-yl)propan-1-ol